ClC=1C(=NC(=NC1)N[C@@H]1C[C@H]2CO[C@@H]([C@H]1O)O2)C=2C=C(C1=C(N(C(=N1)N1C[C@@H](CC1)F)C(C)C)C2)F (1S,3R,4S,5R)-3-((5-chloro-4-(4-fluoro-2-((R)-3-fluoropyrrolidin-1-yl)-1-isopropyl-1H-benzo[d]imidazol-6-yl)pyrimidin-2-yl)amino)-6,8-dioxabicyclo[3.2.1]octan-4-ol